CC1(OCCCNC1)C 2,2-dimethyl-1,4-oxaazepane